C[C@H]1[C@H]([C@H]([C@@H]([C@@H](O1)O[C@@H]2[C@H](O[C@H]([C@@H]([C@H]2O[C@H]3[C@@H]([C@H]([C@H]([C@H](O3)CO)O)O[C@H]4[C@@H]([C@H]([C@H]([C@H](O4)CO)O)O)NC(=O)C)O[C@H]5[C@H]([C@@H]([C@@H]([C@@H](O5)C)O)O)O)NC(=O)C)O[C@H]6[C@H]([C@H](OC([C@@H]6O)O)CO)O)CO)O)O)O The molecule is a branched amino hexasaccharide consisting of D-galactose at the reducing end with an alpha-L-fucosyl-(1->2)-[N-acetyl-beta-D-galactosaminyl-(1->3)]-beta-D-galactosyl-(1->3)-[alpha-L-fucosyl-(1->4)]-N-acetyl-beta-D-glucosaminyl moiety attached at the 3-position. It is an amino hexasaccharide, a galactosamine oligosaccharide and a glucosamine oligosaccharide.